2-(4-(2-(3-fluoroazetidin-1-yl)ethyl)-5-methylpyridin-2-yl)-4-methylpentanoic acid FC1CN(C1)CCC1=CC(=NC=C1C)C(C(=O)O)CC(C)C